C(C(=C)C)(=O)OC[Si](OC)(OC)C methacryloyloxymethylmethyldimethoxysilane